(R)-N-(4-(chlorodifluoromethoxy)phenyl)-4-hydroxy-9-(pyridazin-3-yl)-1,2,3,4-tetrahydrobenzo[4,5]imidazo[1,2-a]pyridine-7-carboxamide ClC(OC1=CC=C(C=C1)NC(=O)C=1C=C(C2=C(N=C3N2CCC[C@H]3O)C1)C=1N=NC=CC1)(F)F